OC1=C2C(=C(C(N(C2=NC=C1)CC1=CC=C(C=C1)F)=O)C(=O)NC12CC(C1)C2)O hydroxy-N-(1-bicyclo[1.1.1]pentyl)-1-[(4-fluorophenyl)methyl]-4-hydroxy-2-oxo-1,8-naphthyridine-3-carboxamide